1-(((4-methoxy-3-nitrobenzyl)oxy)propan-2-yl)-N-Boc-7,8-dihydro-6H-pyrazolo[1,5-a]pyrrolo[3,2-e]pyrimidine-3-carboxamide COC1=C(C=C(COCC(C)N2CC(=C3N2C2=C(C=N3)CCN2)C(=O)NC(=O)OC(C)(C)C)C=C1)[N+](=O)[O-]